C(C)(=O)N1CCC(=CC1)C=1C(=CC(=C(C1)NC(=O)C1=CNC(C=C1C(F)(F)F)=O)N1C[C@H](N([C@H](C1)C)C)C)F |r| N-[5-(1-acetyl-3,6-dihydro-2H-pyridin-4-yl)-4-fluoro-2-[rac-(3R,5S)-3,4,5-trimethylpiperazin-1-yl]phenyl]-6-oxo-4-(trifluoromethyl)-1H-pyridine-3-carboxamide